S(=O)(=O)(O)C(C(=O)OCC(CCCCC)CCC)CC(=O)OCC(CCCCC)CCC.[Na] Sodium bis(2-propylheptyl) sulfosuccinate